4-BROMO-1-METHYL-1H-IMIDAZOLE-5-CARBOXALDEHYDE BrC=1N=CN(C1C=O)C